O=S1(CCN(CC1)CCNC(C1=CC(=CC(=C1)C(F)(F)F)NC(CC1=C(C=C(C=C1)C1=CNC(C=C1OCC)=O)F)=O)=O)=O N-(2-(1,1-dioxidothiomorpholino)ethyl)-3-(2-(4-(4-ethoxy-6-oxo-1,6-dihydropyridin-3-yl)-2-fluorophenyl)acetamido)-5-(trifluoromethyl)benzamide